1-(pentan-3-yl)-1H-1,2,4-triazol-5(4H)-one CCC(CC)N1N=CNC1=O